tris(decylphenyl)chloromethane C(CCCCCCCCC)C1=C(C=CC=C1)C(Cl)(C1=C(C=CC=C1)CCCCCCCCCC)C1=C(C=CC=C1)CCCCCCCCCC